BrC1=CC=C(S1)C(O)C12CCCN2CCC1 (5-bromothiophen-2-yl)(tetrahydro-1H-pyrrolizin-7a(5H)-yl)methanol